(S)-ethyl 6',8-dichloro-5-(((1R,2R)-2-((S,E)-1-hydroxyhex-2-en-1-yl)cyclobutyl)methyl)-3',4,4',5-tetrahydro-2H,2'H-spiro[benzo[b][1,4]oxazepine-3,1'-naphthalene]-7-carboxylate ClC=1C=C2CCC[C@]3(C2=CC1)CN(C1=C(OC3)C=C(C(=C1)C(=O)OCC)Cl)C[C@H]1[C@@H](CC1)[C@H](\C=C\CCC)O